2-butyl-1-(4-((cyclopropylamino)methyl)benzyl)-7-isopropoxy-1H-imidazo[4,5-d]pyridazin-4-amine C(CCC)C1=NC=2C(=C(N=NC2N)OC(C)C)N1CC1=CC=C(C=C1)CNC1CC1